ClC=1C=C(C=C(C(=O)O)C(=O)O)C=C(C1CC1=CC(=C(C=C1)O)C(C)C)Cl 2-(3,5-dichloro-4-(4-hydroxy-3-isopropylbenzyl)benzylidene)malonic acid